dimethyl-2-tetrahydropyran-4-yl-quinoline-4-carbonitrile CC1=C2C(=C(C(=NC2=CC=C1)C1CCOCC1)C)C#N